C(#N)C1(CC1)NS(=O)(=O)C1=CC=C2C3=C(NC2=C1)[N+](CC=C3)=O N-(1-cyanocyclopropyl)-1-oxo-9H-pyrido[2,3-b]indol-1-ium-7-sulfonamide